Cl.C(#N)CC(=O)N1C[C@@H]([C@@H](CC1)C)N(C=1C2=C(N=CN1)N(C=C2)C(=O)OC=2C=CNC=CC2)C azepin-4-yl 4-(((3R,4R)-1-(2-cyanoacetyl)-4-methylpiperidin-3-yl) (methyl) amino)-7H-pyrrolo[2,3-d]pyrimidine-7-carboxylate hydrochloride